4-chloro-6-ethyl-pyrimidine ClC1=NC=NC(=C1)CC